ClC1=CC=C(CNC(C)=O)C=C1 N-(4-chlorobenzyl)acetamide